Br(=O)(=O)[O-].C(CCCCCCCCCCC)[N+](C)(C)CCCCCCCCCCCC didodecyldimethylammonium bromate